(R)-4-(2-((4-methyl-6-(trifluoromethyl)pyridin-3-yl)sulfonyl)-2-azaspiro[3.4]oct-6-yl)morpholine CC1=C(C=NC(=C1)C(F)(F)F)S(=O)(=O)N1CC2(C1)C[C@@H](CC2)N2CCOCC2